2-(2,2-difluoro-3-(4-fluorophenyl)-3-hydroxypropyl)isoindoline-1,3-dione FC(CN1C(C2=CC=CC=C2C1=O)=O)(C(O)C1=CC=C(C=C1)F)F